BrC=1C=CC(=NC1)SC=1C(N=C(N(C1O)C1=C(C=CC=C1OC)OC)CCCC)=O 5-((5-bromopyridin-2-yl)thio)-2-butyl-1-(2,6-dimethoxyphenyl)-6-hydroxypyrimidin-4(1H)-one